C(C)(=O)C=1C(=C(C=CC1)B(O)O)F 3-Acetyl-2-fluorophenylboronic acid